(1-cyclopropyl-1H-pyrazol-4-yl)-5-(4-chlorophenyl)pyrazin-2-amine C1(CC1)N1N=CC(=C1)C=1C(=NC=C(N1)C1=CC=C(C=C1)Cl)N